(1S,2S,4R)-4-(5-Bromo-4-((2,4-dimethoxybenzyl)amino)-7H-pyrrolo[2,3-d]pyrimidin-7-yl)-2-((tert-butyldiphenylsilyl)oxy)cyclopentane-1-carboxylic acid BrC1=CN(C=2N=CN=C(C21)NCC2=C(C=C(C=C2)OC)OC)[C@H]2C[C@@H]([C@H](C2)C(=O)O)O[Si](C2=CC=CC=C2)(C2=CC=CC=C2)C(C)(C)C